2,3-dimethyl-bisaminopropylaniline CC1=C(N(CCCN)CCCN)C=CC=C1C